4-(((trans)-4-(4-(piperidin-1-yl)phenyl)cyclohexyl)oxy)-1H-1,2,3-triazole-5-carboxylic acid 2,2,2-trifluoroacetate FC(C(=O)O)(F)F.N1(CCCCC1)C1=CC=C(C=C1)[C@@H]1CC[C@H](CC1)OC=1N=NNC1C(=O)O